(E)-4-(4-(2-(benzo[c][1,2,5]oxadiazol-5-yl)vinyl)benzamido)-N-(5-((3-imino-3-(phenethylamino)propyl)carbamoyl)-1-methyl-1H-pyrrol-3-yl)-1-methyl-1H-pyrrole-2-carboxamide N=1ON=C2C1C=CC(=C2)C=CC2=CC=C(C(=O)NC=1C=C(N(C1)C)C(=O)NC1=CN(C(=C1)C(NCC\C(\NCCC1=CC=CC=C1)=N/[H])=O)C)C=C2